FC1=CC=C(C=C1)C(C)(C)O 2-(4-fluorophenyl)propan-2-ol